2-(4-fluorophenyl)-N-(4-(4-methoxy-2-nitrophenyl)pyridin-2-yl)acetamide FC1=CC=C(C=C1)CC(=O)NC1=NC=CC(=C1)C1=C(C=C(C=C1)OC)[N+](=O)[O-]